Diethylhexylbutyrylamide C(C)C(CCC(=O)[N-]CCCCCC)CC